OC=1C=C2C(=CNC2=CC1)C(C(=O)NC1C(N(CC1)C1=CC=CC=C1)=O)=O 2-(5-hydroxy-1H-indol-3-yl)-2-oxo-N-(2-oxo-1-phenylpyrrolidin-3-yl)acetamide